FC(OC1=CC(=NN1)NC1=CN=CC(=N1)O[C@H]1C[C@@H](N(CCC1)C(=O)OC(C)(C)C)C)F tert-butyl (2S,4R)-4-((6-((5-(difluoromethoxy)-1H-pyrazol-3-yl)amino)pyrazin-2-yl)oxy)-2-methylazepane-1-carboxylate